4-[1-[[4-[2-(2-Methylphenoxy)ethyl-methyl-amino]tetrahydropyran-4-carbonyl]amino]cyclopropyl]benzoic acid, hydrochloride Cl.CC1=C(OCCN(C2(CCOCC2)C(=O)NC2(CC2)C2=CC=C(C(=O)O)C=C2)C)C=CC=C1